2-bromo-N-(5-(pyridin-3-ylmethyl)pyridin-2-yl)propanamide BrC(C(=O)NC1=NC=C(C=C1)CC=1C=NC=CC1)C